N-tert-butyl-4-[[2-[3-(cyanomethyl)phenyl]acetyl]amino]pyridine-2-carboxamide C(C)(C)(C)NC(=O)C1=NC=CC(=C1)NC(CC1=CC(=CC=C1)CC#N)=O